C(C)(C)C=1C(=NNC1C=1C=C(C=2N(C1)N=CN2)OC)C2=CN=C(S2)C2CCN(CC2)C 5-(4-isopropyl-5-(8-methoxy-[1,2,4]triazolo[1,5-a]pyridin-6-yl)-1H-pyrazol-3-yl)-2-(1-methylpiperidin-4-yl)thiazole